(Z)-N-(2-(diethylamino)ethyl)-6-(5-fluoro-2-oxoindolin-3-ylidene)-2-methyl-1,4,5,6-tetrahydrocyclopenta[b]pyrrole-3-carboxamide C(C)N(CCNC(=O)C=1C2=C(NC1C)\C(\CC2)=C\2/C(NC1=CC=C(C=C21)F)=O)CC